C(CCC)C=1OC2=C(N1)C=CC(=C2)OC\C(\CNC(OC(C)(C)C)=O)=C\F tert-butyl (E)-(2-(((2-butylbenzo[d]oxazol-6-yl)oxy)methyl)-3-fluoroallyl)carbamate